C(C1=CC=CC=C1)OC1=C2CCC2=CC=C1Br 2-benzyloxy-3-bromo-bicyclo[4.2.0]octa-1,3,5-triene